BrC1=C(C=C2C(N(C(C2=C1)=O)C1C(NC(CC1)=O)=O)=O)CN1CCC(CC1)N1N=C(C(=C1)NC(=O)C=1C=NN2C1N=C(C=C2)N2CCOCC2)C(F)F N-(1-(1-((6-bromo-2-(2,6-dioxopiperidin-3-yl)-1,3-dioxoisoindolin-5-yl)methyl)piperidin-4-yl)-3-(difluoromethyl)-1H-pyrazol-4-yl)-5-morpholinopyrazolo[1,5-a]pyrimidine-3-carboxamide